ClC=1C=C2C=NNC2=C(C1)C1=CC(=NC=N1)O 6-(5-chloro-1H-indazol-7-yl)pyrimidin-4-ol